tert-butyl 4-(6-{5-methyl-4-oxopyrazolo[4,3-c]pyridin-1-yl}-1-oxoisoquinolin-2-yl)piperidine-1-carboxylate CN1C(C2=C(C=C1)N(N=C2)C=2C=C1C=CN(C(C1=CC2)=O)C2CCN(CC2)C(=O)OC(C)(C)C)=O